(S)-3-(4-((difluoromethyl)sulfonamido)-3-(1-(4-fluorophenyl)ethoxy)phenyl)-5-((5-(tetrahydro-2H-pyran-4-yl)pyrazin-2-yl)amino)-1H-pyrazole-4-carboxamide FC(S(=O)(=O)NC1=C(C=C(C=C1)C1=NNC(=C1C(=O)N)NC1=NC=C(N=C1)C1CCOCC1)O[C@@H](C)C1=CC=C(C=C1)F)F